N1=C(C=CC(=C1)N)C1=NC=C(C=C1)N [2,2'-bipyridine]-5,5'-diamine